ethyl arabinuronate O=C[C@@H](O)[C@H](O)[C@H](O)C(=O)OCC